1-((3-Exo)-3-((4-((5-methyl-1H-pyrazol-3-yl)amino)thieno[3,2-d]pyrimidin-2-yl)amino)-9-azabicyclo[3.3.1]nonan-9-yl)-2-(methylamino)ethan-1-one CC1=CC(=NN1)NC=1C2=C(N=C(N1)NC1CC3CCCC(C1)N3C(CNC)=O)C=CS2